ClC1=C(C=C(C=C1NC1=NC=2N(C(=N1)N(CC1=CC=C(C=C1)OC)C1CC1)N=CC2C#N)C#N)N2[C@@H](CN(CC2)C(=O)OC(C)(C)C)C tert-butyl (R)-4-(2-chloro-5-cyano-3-((8-cyano-4-(cyclopropyl(4-methoxybenzyl)amino)pyrazolo[1,5-a][1,3,5]triazin-2-yl)amino)phenyl)-3-methylpiperazine-1-carboxylate